3-nitro-2,4-dichloroquinoline [N+](=O)([O-])C=1C(=NC2=CC=CC=C2C1Cl)Cl